2,7-diazaspiro[4.4]nonane-1,3-dione C1(NC(CC12CNCC2)=O)=O